OC1CCC(CC1)NC(=O)C1=NNC(=C1C(C)C)C=1C=C(C=2N(C1)N=CN2)C N-(4-hydroxycyclohexyl)-4-isopropyl-5-(8-methyl-[1,2,4]triazolo[1,5-a]pyridin-6-yl)-1H-pyrazole-3-carboxamide